CCCCC/C=C\C/C=C\CCCCCCCCCCCC(=O)O all-cis-13,16-docosadienoic acid